C\C(=C/C=C)\CCC=C(C)C (3E)-4,8-dimethylnon-1,3,7-triene